Methyldiphenyl-(ortho-carboxyphenyl)silane C[Si](C1=C(C=CC=C1)C(=O)O)(C1=CC=CC=C1)C1=CC=CC=C1